(2R,3R)-3-(2-aminoethoxy)-2-methyl-nonanoic acid NCCO[C@@H]([C@H](C(=O)O)C)CCCCCC